ClC1=CC(=C(N=N1)C(=O)OC)NC1=C(C(=CC=C1)C1=NN(C=N1)C)OC methyl 6-chloro-4-((2-methoxy-3-(1-methyl-1H-1,2,4-triazol-3-yl)phenyl)amino)pyridazine-3-carboxylate